aminooxynonanoate NOC(C(=O)[O-])CCCCCCC